CC1=CC=C(C=C1)C(C(=O)O)CC=O 4-methyl-γ-oxo-phenylbutyric acid